5-(2-chloro-3-fluorophenyl)-3-((3-methoxybutyl)amino)-4H-benzo[e][1,2,4]thiadiazine 1,1-dioxide ClC1=C(C=CC=C1F)C1=CC=CC2=C1NC(=NS2(=O)=O)NCCC(C)OC